(1E,3E,7E)-4,8,12-trimethyltrideca-1,3,7,11-tetraenylbenzene C\C(=C/C=C/C1=CC=CC=C1)\CC\C=C(\CCC=C(C)C)/C